C(C)(C)(C)OC(C1=NC(=CC=C1C1=C(N(C(=C1)C#N)CC1CCCCC1)C)N1CC2=C(C=CC=C2CC1)C(NC=1SC2=C(N1)C=CC=C2)=O)=O 6-(8-(benzo[d]thiazol-2-ylcarbamoyl)-3,4-dihydroisoquinolin-2(1H)-yl)-3-(5-cyano-1-(cyclohexylmethyl)-2-methyl-1H-pyrrol-3-yl)picolinic acid tert-butyl ester